ClC1=CC(=C(OCC(=O)O)C=C1)C#CC1=C(C=CC(=C1)S(=O)(=O)CCC)C (4-Chloro-2-((2-methyl-5-(propyl-sulfonyl)phenyl)ethynyl)phenoxy)acetic Acid